C(C)OC1=C(OC=2C=CC=3N(C2)C=C(N3)C(=O)N[C@@H]3COCC3)C=CC=C1 (S)-6-(2-ethoxyphenoxy)-N-(tetrahydrofuran-3-yl)imidazo[1,2-a]pyridine-2-carboxamide